ClC1(N(CCC1)COCC[Si](C)(C)C)C(=O)O chloro-1-{[2-(trimethylsilyl)ethoxy]methyl}-2-pyrrolidinecarboxylic acid